(R)-N-((S)-5-methyl-4-oxo-2,3,4,5-tetrahydrobenzo[b][1,4]oxazepin-3-yl)-5-propyl-5,6,7,8-tetrahydro-[1,2,4]triazolo[1,5-a]pyridine-2-carboxamide CN1C2=C(OC[C@@H](C1=O)NC(=O)C1=NN3C(CCC[C@H]3CCC)=N1)C=CC=C2